N,N-dimethylpentacosa-16,19-dien-6-amine CN(C(CCCCC)CCCCCCCCCC=CCC=CCCCCC)C